CC1=NC(=CC(=N1)NC1=NN2C(C=C(C=C2)C2=C(C=NC(=C2)C)OC2CNS(CC2)(=O)=O)=C1)C 4-((4-(2-((2,6-dimethylpyrimidin-4-yl)amino)pyrazolo[1,5-a]pyridin-5-yl)-6-methylpyridin-3-yl)oxy)-1,2-thiazinane 1,1-dioxide